2-((4-(5-(dimethylamino)pyridin-3-yl)-1H-1,2,3-triazol-1-yl)methyl)imidazo[1,2-a]pyridine-6-carboxaldehyde CN(C=1C=C(C=NC1)C=1N=NN(C1)CC=1N=C2N(C=C(C=C2)C=O)C1)C